FC(C1=CC2=C(NC(=N2)C23CC(C2)(C3)C3=C(C(=O)N)C=C(C=C3)CNC(=O)C3(CC3)C(F)(F)F)C=C1)(F)F (3-(5-(trifluoromethyl)-1H-benzo[d]imidazol-2-yl)bicyclo[1.1.1]pentan-1-yl)-5-((1-(trifluoromethyl)cyclopropane-1-carboxamido)methyl)benzamide